[2,6-difluoro-4-(1-hydroxy-1-methylethyl)phenyl]-5-fluoropyridine-2-carboxylic acid methyl ester COC(=O)C1=NC=C(C=C1C1=C(C=C(C=C1F)C(C)(C)O)F)F